2-azaspiro[4.4]nonane-3-carboxylic acid C1NC(CC12CCCC2)C(=O)O